L-xylose iodide [I-].O=C[C@@H](O)[C@H](O)[C@@H](O)CO